[F-].C(CCCCCCCCCCCC)O tridecyl alcohol fluoride